C(C)(C)(C)N1CCN(CC1)C1=C(N(C=2N(C1=O)N=C(N2)C2=CCCCCC2)CC(NC2=CC=C(C=C2)S(F)(F)(F)(F)F)=O)CC tert-butyl-4-(2-(cyclohept-1-en-1-yl)-5-ethyl-7-oxo-4-(2-oxo-2-((4-(pentafluoro-λ6-sulfaneyl)phenyl)amino)ethyl)-4,7-dihydro-[1,2,4]triazolo[1,5-a]pyrimidin-6-yl)piperazine